1-(3-((4-((4-((3,4-dichloro-2-fluorophenyl)amino)-7-methoxyquinazolin-6-yl)oxy)piperidin-1-yl)methyl)phenyl)dihydropyrimidine-2,4(1H,3H)-dione ClC=1C(=C(C=CC1Cl)NC1=NC=NC2=CC(=C(C=C12)OC1CCN(CC1)CC=1C=C(C=CC1)N1C(NC(CC1)=O)=O)OC)F